2-chloro-1-(4-methyl-1-piperidinyl)ethanone 3-(3,5-dichloropyridin-2-yl)butan-2-yl-N-[(3-hydroxy-4-methoxypyridin-2-yl)carbonyl]-L-alaninate ClC=1C(=NC=C(C1)Cl)C(C(C)OC([C@@H](NC(=O)C1=NC=CC(=C1O)OC)C)=O)C.ClCC(=O)N1CCC(CC1)C